NC1=C2C(=NC=N1)N(N=C2C2=CC=C(C=C2)NC(=O)C=2C(N(N=C(C2)C(C)C)C2=NC=C(C=C2)C(F)(F)F)=O)C2COCC2 N-[4-(4-Amino-1-tetrahydrofuran-3-yl-pyrazolo[3,4-d]pyrimidin-3-yl)phenyl]-6-isopropyl-3-Oxo-2-[5-(trifluoromethyl)pyridin-2-yl]-2,3-dihydropyridazine-4-carboxamide